N,N-diethyllaurylamine C(C)N(CC)CCCCCCCCCCCC